B(O)(O)C1=CC=C(C=C1)C1(CC(C2=CC=C(C=C12)B(O)O)(C)C)C [3-(4-boronophenyl)-1,1,3-trimethyl-indan-5-yl]boronic acid